p-tolylisonitrile C1(=CC=C(C=C1)[N+]#[C-])C